ClC1=C(C=CC(=N1)C1=CC=2N(C=C1)N=C(N2)N2C(=CC=C2C)C)C 7-(6-chloro-5-methylpyridin-2-yl)-2-(2,5-dimethyl-1H-pyrrol-1-yl)-[1,2,4]-triazolo[1,5-a]pyridine